BrC1=C(N(C(C(=C1)C(=O)NCC1=CC=C(C=C1)Cl)=O)CCO)C(=O)NCCCSC 3-bromo-N5-(4-chlorobenzyl)-1-(2-hydroxyethyl)-N2-(3-(methylthio)propyl)-6-oxo-1,6-dihydropyridine-2,5-dicarboxamide